C(C)(C)(C)OC(=O)NC(C(=O)OCN1C(N(SC1NC(C1=CC=C(C=C1)Cl)=O)CC1=CC=C(C=C1)Cl)=O)CC1=CC=CC=C1 [5-(4-chlorobenzamido)-2-[(4-chlorophenyl)methyl]-3-oxo-1,2,4-thiadiazolidin-4-yl]methyl 2-{[(tert-butoxy)carbonyl]amino}-3-phenylpropanoate